N(N)C(=S)S.C(=O)C=1C=CC=2N(C3=CC=CC=C3C2C1)C 3-formyl-9-methyl-carbazole hydrazinodithioformate